BrC=1C=CC=2N(C1)N=CC2Cl 6-bromo-3-chloropyrazolo[1,5-a]pyridine